CC=1C(=NC=CC1)N1C(C2=C(C=C1)C(=CN2)C2=NC(=NC=C2C(F)(F)F)NC2CNCCC2)=O 6-(3-methylpyridin-2-yl)-3-{2-[(piperidin-3-yl)amino]-5-(trifluoromethyl)pyrimidin-4-yl}-1H,6H,7H-pyrrolo[2,3-c]pyridin-7-one